4,5,6,7-tetrahydro-1,2-benzoxazole-3-carboxamide O1N=C(C2=C1CCCC2)C(=O)N